ClC=1C=CC(=NC1)CN1C(C2=CC(=CC=C2[C@]1(OC([2H])([2H])C1(CC1)C([2H])([2H])O)C1=CC=C(C=C1)F)C(C)(C)O)=O (3R)-2-[(5-Chloropyridin-2-yl)methyl]-3-(4-fluorophenyl)-3-({1-[hydroxy(2H2)methyl]cyclopropyl}(2H2)methoxy)-6-(2-hydroxypropan-2-yl)-2,3-dihydro-1H-isoindol-1-on